OC=1C=C2CC(NC2=CC1)=O 5-Hydroxyoxindole